C1(CCCC1)N(C1=C(C=C(C=C1)C1=NNC(OC1)=O)C(F)(F)F)C 5-{4-[cyclopentyl-(methyl)amino]-3-(trifluoromethyl)phenyl}-3,6-dihydro-2H-1,3,4-oxadiazin-2-one